CC1=NC=NC(=C1C1=CC=C(C[N+]2=NOC(=C2)[N-]C(NC2=CC(=C(C=C2)C(NC)=O)C(F)(F)F)=O)C=C1)C (3-(4-(4,6-Dimethylpyrimidin-5-yl)benzyl)-1,2,3-oxadiazol-3-ium-5-yl)((4-(methylcarbamoyl)-3-(trifluoromethyl)phenyl)carbamoyl)amide